ClC=1N=C(C2=C(N1)N(C=C2)S(=O)(=O)C2=CC=C(C)C=C2)OCC 2-chloro-4-ethoxy-7-tosyl-7H-pyrrolo[2,3-d]pyrimidine